methyl (2S)-5,5-dimethyl-2-[[6-[3-[[1-[2-[2-oxo-2-(3-prop-2-ynoxypyrrolidin-1-yl)ethoxy]acetyl]-4-piperidyl]oxy]phenoxy]pyridine-3-carbonyl]amino]hexanoate CC(CC[C@@H](C(=O)OC)NC(=O)C=1C=NC(=CC1)OC1=CC(=CC=C1)OC1CCN(CC1)C(COCC(N1CC(CC1)OCC#C)=O)=O)(C)C